tert-butyl 4-(6-aminopyridazin-3-yl)-6-methyl-3,6-dihydropyridine-1(2H)-carboxylate NC1=CC=C(N=N1)C=1CCN(C(C1)C)C(=O)OC(C)(C)C